C(CCCC\C=C/C\C=C/C\C=C/CCCCC)(=O)N[C@@H](CC(=O)O)C(=O)O γ-linolenoyl-aspartic acid